(S)-4-methyl-5-((4-(3-oxo-5-phenyl-6,7-dihydro-3H-pyrrolo[2,1-c][1,2,4]triazol-2(5H)-yl)cyclohexyl)oxy)thiazole-2-carboxylate CC=1N=C(SC1OC1CCC(CC1)N1N=C2N(C1=O)[C@@H](CC2)C2=CC=CC=C2)C(=O)[O-]